COC(CC1=C(C=C(C(=C1)C)B1OC(C(O1)(C)C)(C)C)F)=O.N(=[N+]=[N-])C=1CC(C=CC1)(S(=O)(=O)C=1NC2=CC=C(C=C2C1)C(C)=O)C 1-(3-azido-1-methylphenylsulfonylindol-5-yl)ethan-1-one methyl-2-[2-fluoro-5-methyl-4-(4,4,5,5-tetramethyl-1,3,2-dioxaborolan-2-yl)phenyl]acetate